rac-(R)-6'-((4-Hydroxy-2-(((6-methyl-1,2,4-triazin-3-yl)amino)methyl)butyl)amino)-3-methyl-2H-[1,3'-bipyridin]-2-one OCC[C@H](CNC1=CC=C(C=N1)N1C(C(=CC=C1)C)=O)CNC=1N=NC(=CN1)C |r|